3-((2-(1,3-dimethyl-1H-pyrazol-4-yl)pyrimidin-4-yl)amino)-5-isopropylquinoline CN1N=C(C(=C1)C1=NC=CC(=N1)NC=1C=NC2=CC=CC(=C2C1)C(C)C)C